(6-((2-(2,4-dimethoxybenzyl)-4-morpholino-1-oxo-2,3-dihydro-1H-pyrrolo[3,4-c]pyridin-7-yl)amino)pyridin-3-yl)piperazine-1-carboxylic acid tert-butyl ester C(C)(C)(C)OC(=O)N1C(CNCC1)C=1C=NC(=CC1)NC=1C2=C(C(=NC1)N1CCOCC1)CN(C2=O)CC2=C(C=C(C=C2)OC)OC